(2S)-N-(4-chloro-3-methylphenyl)-N-methyl-2,3-dihydro-1H-indole-2-carboxamide ClC1=C(C=C(C=C1)N(C(=O)[C@H]1NC2=CC=CC=C2C1)C)C